BrC=1C(=NC(=NC1)Cl)O[C@@H]1[C@@H](CCC1)O cis-2-((5-bromo-2-chloropyrimidin-4-yl)oxy)cyclopentan-1-ol